C(C)(=O)OC1=CC(=CC(=C1)C)C (3,5-dimethylphenol) acetate